FC1=CC=C2C=C(C=C(C2=C1C#C[Si](C(C)C)(C(C)C)C(C)C)B(O)O)OCOC.ClC1=C2C(=NN(C2=CC=C1)S(=O)(=O)C1=CC=C(C=C1)C(CF)(F)F)N1CC(C(C1)(F)F)(F)F 4-Chloro-3-(3,3,4,4-tetrafluoropyrrolidin-1-yl)-1-[4-(1,1,2-trifluoroethyl)phenyl]sulfonyl-indazole 7-Fluoro-3-(methoxymethoxy)-8-((triisopropylsilyl)ethynyl)naphthalene-1-boronate